4'-biphenyl-formaldehyde C1(=CC=CC=C1)C1=CC=C(C=C1)C=O